C(C)(=O)C1=NN(C2=CC=C(C=C12)N(C)C)CC(=O)N1[C@@H]2C[C@@]2(C[C@H]1C(=O)NC1=NC(=CC=C1C)Br)C (1R,3S,5R)-2-(2-(3-acetyl-5-(dimethylamino)-1H-indazol-1-yl)acetyl)-N-(6-bromo-3-methylpyridin-2-yl)-5-methyl-2-azabicyclo[3.1.0]hexane-3-carboxamide